[Si](C1=CC=CC=C1)(C1=CC=CC=C1)(C(C)(C)C)OC1CC(N2C1=NC(=C2)NC([C@@H](C)O)=O)C2=CC(=CC(=C2)F)F (2R)-N-(7-((tert-butyldiphenylsilyl)oxy)-5-(3,5-difluorophenyl)-6,7-dihydro-5H-pyrrolo[1,2-a]imidazol-2-yl)-2-hydroxypropanamide